6,6,8-Trimethyl-7,8,9,10-tetrahydrobenzo[c]chromen-1-ol CC1(OC=2C=CC=C(C2C2=C1CC(CC2)C)O)C